(S)-2-amino-N-(3-fluoro-4-(1-methyl-2-oxo-1,2-dihydropyrimidin-5-yl)phenyl)-3,3-diphenylpropanamide hydrochloride Cl.N[C@H](C(=O)NC1=CC(=C(C=C1)C=1C=NC(N(C1)C)=O)F)C(C1=CC=CC=C1)C1=CC=CC=C1